4,4'-bis(diethylamino)benzoin C(C)N(C1=CC=C(C=C1)C(=O)C(O)C1=CC=C(C=C1)N(CC)CC)CC